4-[7-(difluoromethyl)-6-(1-methylpyrazol-4-yl)-3,4-dihydro-2H-quinolin-1-yl]-6-(2-oxo-1,3-oxazin-5-yl)-1,3-dihydro-isoindole-2-carboxylic acid tert-butyl ester C(C)(C)(C)OC(=O)N1CC2=CC(=CC(=C2C1)N1CCCC2=CC(=C(C=C12)C(F)F)C=1C=NN(C1)C)C=1C=NC(OC1)=O